(((5S,7S)-8,8-difluoro-3-(5-(2-hydroxypropan-2-yl)pyrazin-2-yl)-2-oxo-1-oxa-3-azaspiro[4.5]decan-7-yl)methyl)-1H-benzo[d]imidazole-6-carbonitrile FC1([C@@H](C[C@]2(CN(C(O2)=O)C2=NC=C(N=C2)C(C)(C)O)CC1)CN1C=NC2=C1C=C(C=C2)C#N)F